benzyl (2R,3S)-2,3-dihydroxy-4-methylpentanoate O[C@@H](C(=O)OCC1=CC=CC=C1)[C@H](C(C)C)O